tri(isodecyl) phosphite P(OCCCCCCCC(C)C)(OCCCCCCCC(C)C)OCCCCCCCC(C)C